5-[2-(1,3-dioxolan-2-yl)-3-[(4-methoxyphenyl)methoxy]phenyl]-2-methylpyrazole-3-carboxylic acid O1C(OCC1)C1=C(C=CC=C1OCC1=CC=C(C=C1)OC)C=1C=C(N(N1)C)C(=O)O